4,4'-(Phenylmethylene)bis[2,6-bis(2-methyl-2-propanyl)phenol] C1(=CC=CC=C1)C(C1=CC(=C(C(=C1)C(C)(C)C)O)C(C)(C)C)C1=CC(=C(C(=C1)C(C)(C)C)O)C(C)(C)C